5-fluoro-3-methyl-2-nitrobenzoic acid FC=1C=C(C(=C(C(=O)O)C1)[N+](=O)[O-])C